2-methyl-4,5,6,7-tetrahydro-2H-indazol-7-one CN1N=C2C(CCCC2=C1)=O